N-(3-(2,4-dioxo-1,2,3,4-tetrahydroquinazolin-8-yl)phenyl)-4-(2-(piperidin-1-yl)ethoxy)benzamide O=C1NC2=C(C=CC=C2C(N1)=O)C=1C=C(C=CC1)NC(C1=CC=C(C=C1)OCCN1CCCCC1)=O